(1S,9S)-1-((2-((tert-Butyldimethylsilyl)oxy)ethyl)amino)-9-ethyl-5-fluoro-9-hydroxy-4-methyl-2,3,12,15-tetrahydrobenzo[de]pyrano[3',4':6,7]indolizino[1,2-b]quinoline-10,13(1H,9H)-dione [Si](C)(C)(C(C)(C)C)OCCN[C@H]1CCC=2C=3C1=C1C(=NC3C=C(C2C)F)C2=CC3=C(C(N2C1)=O)COC([C@]3(O)CC)=O